N-acetyl-4,5-didehydroisoleucine C(C)(=O)N[C@@H]([C@@H](C)C=C)C(=O)O